5-[4-({[(2S)-oxolan-2-yl]methyl}amino)-3-(trifluoromethyl)phenyl]-3,6-dihydro-2H-1,3,4-oxadiazin-2-one O1[C@@H](CCC1)CNC1=C(C=C(C=C1)C1=NNC(OC1)=O)C(F)(F)F